FC(C1=CC2=C(N=C(S2)N[Si](C)(C)C)C=C1)(F)F 6-(trifluoromethyl)-N-(trimethylsilyl)benzo[d]thiazol-2-amine